2-(((6-methoxy-2-(2-methyl-[1,1'-biphenyl]-3-yl)benzo[d]oxazol-5-yl)methyl)amino)ethan-1-ol COC1=CC2=C(N=C(O2)C=2C(=C(C=CC2)C2=CC=CC=C2)C)C=C1CNCCO